(2S)-N-methyl-2-[tetrahydro-5-vinyl-3-methyl-2-furanyl]glycine CN[C@H](C(=O)O)C1OC(CC1C)C=C